The molecule is a monochlorobenzene that is the 3-trifluoromethyl derivative of 4-chloroaniline. It has a role as an epitope. It is a chloroaniline, a member of monochlorobenzenes and a member of (trifluoromethyl)benzenes. C1=CC(=C(C=C1N)C(F)(F)F)Cl